5-chloro-2-cyano-pyridin-3-yl 2-O-benzyl-3-deoxy-3-[4-(2-thiazolyl)-1H-1,2,3-triazol-1-yl]-1-thio-α-D-galactopyranoside C(C1=CC=CC=C1)O[C@H]1[C@@H](SC=2C(=NC=C(C2)Cl)C#N)O[C@@H]([C@@H]([C@@H]1N1N=NC(=C1)C=1SC=CN1)O)CO